methyl (S)-2-(2,6-difluoro-4-((R)-3-(trifluoromethyl)morpholino) benzamido)-3-(4-(1-methyl-2-oxo-1,2-dihydro-1,6-naphthyridin-3-yl)naphthalen-1-yl)propanoate FC1=C(C(=O)N[C@H](C(=O)OC)CC2=CC=C(C3=CC=CC=C23)C=2C(N(C3=CC=NC=C3C2)C)=O)C(=CC(=C1)N1[C@H](COCC1)C(F)(F)F)F